ClC1=CC(=NC2=C3N=C(C=CC3=CC=C12)C)C1=CC=CC=C1 4-chloro-9-methyl-2-phenyl-1,10-phenanthroline